N-hydroxyphthalimide sodium salt [Na].ON1C(C=2C(C1=O)=CC=CC2)=O